CC(C(O)(O)O)CCCC(C)C 2,6-dimethyl-heptanetriol